5-((1-methyl-1H-indazole-6-yl)methylene)-3,5-dihydro-4H-imidazol-4-one CN1N=CC2=CC=C(C=C12)C=C1C(NC=N1)=O